BrC1=NN2C(C(=C(C=C2)C=2C=NN(C2)C(C)OCC)Cl)=N1 2-Bromo-8-chloro-7-(1-(1-ethoxyethyl)-1H-pyrazol-4-yl)-[1,2,4]triazolo[1,5-a]pyridine